diphenyl-γ-butyrolactone C1(=CC=CC=C1)C1(C(=O)OCC1)C1=CC=CC=C1